FC=1C=C(C=C(C1)F)/C=C/C(=O)NNC(\C=C\C1=CC(=CC(=C1)F)F)=O (E)-3-(3,5-difluorophenyl)-N'-((E)-3-(3,5-difluorophenyl)acryloyl)acrylohydrazide